OC1=CC=C(C=C1)CN1C(SC(C1=O)C)C1=CC=C(C=C1)C1SC(C(N1CC1=CC=C(C=C1)O)=O)C 3-[(4-hydroxyphenyl)methyl]-2-[4-[3-[(4-hydroxyphenyl)methyl]-5-methyl-4-oxothiazolidin-2-yl]phenyl]-5-methyl-thiazolidin-4-one